5-(trifluoromethyl)oxazolidin-2-one FC(C1CNC(O1)=O)(F)F